1-dimethylamino-2-(hydroxymethyl)propane-1,3-diol CN(C(C(CO)CO)O)C